5-bromo-2-(1-(3-bromo-6-methoxypyridin-2-yl)cyclopropylcarbonyl)phenylmethylcarbonate BrC=1C=CC(=C(C1)COC([O-])=O)C(=O)C1(CC1)C1=NC(=CC=C1Br)OC